NC1=CN=C(C=C1C(=O)OC(C1=CC(=NC=C1N)F)=O)F 5-Amino-2-fluoro-isonicotinic anhydride